(cis)-Allyl 3-((6,6-difluoro-2-methylhexahydropyrrolo[3,2-c]pyrazol-1(2H)-yl) methyl)-1-methylcyclobutanecarboxylate FC1(CN[C@@H]2[C@H]1N(N(C2)C)CC2CC(C2)(C(=O)OCC=C)C)F